C1(=CC(=CC=C1)C1(NC(=CC(N1)(C=1C=C(C=CC1)C1=CC=CC=C1)C1=CC=C(C=C1)C1=CC=C(C2=CC=CC=C12)Cl)C1=CC=C(C=C1)C1=CC=C(C2=CC=CC=C12)Cl)C1=CC=CC=C1)C1=CC=CC=C1 2-([1,1'-biphenyl]-3-yl)-4-(4-(4-chloronaphthalen-1-yl)phenyl)4-([1,1'-biphenyl]-3-yl)-6-(4-(4-chloronaphthalen-1-yl)phenyl)-2-phenylpyrimidine